(R)-(2-(aminomethyl)morpholino)(3,4-dichloro-5-fluoro-1H-indol-2-yl)methanone NC[C@H]1OCCN(C1)C(=O)C=1NC2=CC=C(C(=C2C1Cl)Cl)F